C1(=CC=CC=C1)P(C1=C(OC2=C(C=CC=C2)P(C2=CC=CC=C2)C2=CC=CC=C2)C=CC=C1)C1=CC=CC=C1 2-[2-(diphenylphosphanyl)phenoxy]phenyldiphenylphosphane